2,5-dimethyl-2,5-bis(benzoylperoxy)-3-hexyne CC(C)(C#CC(C)(OOC(C1=CC=CC=C1)=O)C)OOC(C1=CC=CC=C1)=O